5-[5-(2-oxo-1,2,3,4-tetrahydroquinolin-6-yl)-1,3,4-oxadiazol-2-yl]-2-[(propan-2-yl)amino]benzonitrile O=C1NC2=CC=C(C=C2CC1)C1=NN=C(O1)C=1C=CC(=C(C#N)C1)NC(C)C